C(CCCCCCCCCCC)N1CCCCCC1 N-laurylazepan